C[Si]([Si]([Si]([Si]([Si]([Si](C)(C)C)(C)C)(C)C)(C)C)(C)C)(C)C tetradecamethyl-hexasilane